5-fluoro-8-(4-fluorophenyl)-9-(5-methyl-1H-pyrazol-1-yl)-8,9-dihydro-2H-pyrido[4,3,2-de]phthalazin-3(7H)-one-7-carboxylic acid tert-butyl ester C(C)(C)(C)OC(=O)N1C(C(C2=NNC(C=3C=C(C=C1C23)F)=O)N2N=CC=C2C)C2=CC=C(C=C2)F